1,3,5-Trichloro-2,4,6-trifluorobenzene oxide ClC12C(C(=C(C(=C1F)Cl)F)Cl)(F)O2